C1(=CC=CC=C1)CN(C(C=C)[Li])CC1=CC=CC=C1 [1-[bis(phenyl-methyl)amino]-2-propenyl]lithium